6-methyl-2-(1H-pyrazol-1-yl)-N-(3-(4'-(trifluoromethoxy)-[1,1'-biphenyl]-4-yl)propyl)thieno[2,3-d]pyrimidin-4-amine CC1=CC2=C(N=C(N=C2NCCCC2=CC=C(C=C2)C2=CC=C(C=C2)OC(F)(F)F)N2N=CC=C2)S1